C(=C)N1N=CN=C1 1-vinyl-1H-1,2,4-triazole